formyl-4'-hydroxy-4-cyanobiphenyl C(=O)C1=C(C=CC(=C1)C#N)C1=CC=C(C=C1)O